CC1=CC=C(C=C1)S(=O)(=O)NC=1C=C(C(=O)O)C=CC1C 3-((4-methylphenyl)sulfonamido)-4-methylbenzoic acid